2'-chloro-5'-methoxy-6-methyl-N-(5-[2-(morpholin-4-yl)ethoxy]-1,3-benzothiazol-2-yl)-[4,4'-bipyridine]-3-carboxamide ClC1=NC=C(C(=C1)C1=C(C=NC(=C1)C)C(=O)NC=1SC2=C(N1)C=C(C=C2)OCCN2CCOCC2)OC